FC1(CCC(CC1)NC=1N=C(C2=C(N1)NC=C2C=2C=C1N=CC=NC1=CC2)OC)F N-(4,4-difluorocyclohexyl)-4-methoxy-5-(quinoxalin-6-yl)-7H-pyrrolo[2,3-d]pyrimidin-2-amine